C(CCCCCCC)[SiH2]CCC1=CC=CC=C1 n-octylphenethylsilane